C12N(CC(NC1)CC2)C2=C1CN(C(C1=C(C(=C2F)F)F)=O)C2C(NC(CC2)=O)=O 3-(4-(2,5-diazabicyclo[2.2.2]octan-2-yl)-5,6,7-trifluoro-1-oxoisoindolin-2-yl)piperidine-2,6-dione